3-methyl-aspartate CC([C@H](N)C(=O)[O-])C(=O)[O-]